FC=1C=CC(=NC1)NC(CN1C=2N(C(C3=C1C(N(C3)[C@H](COC)C)=O)=O)N=C(C2)C(=O)NC2=NC=CC=N2)=O 4-{2-[(5-fluoropyridin-2-yl)amino]-2-oxoethyl}-6-[(2S)-1-methoxyprop-2-yl]-5,8-dioxo-N-(pyrimidin-2-yl)-5,6,7,8-tetrahydro-4H-pyrazolo[1,5-a]pyrrolo[3,4-d]pyrimidine-2-carboxamide